(S)-N-(1-(6-(6-cyano-4-(trifluoromethyl)pyridin-3-yl)-5-fluoro-1-neopentyl-1H-indol-3-yl)-2,2-difluoroethyl)cyclopropanesulfonamide C(#N)C1=CC(=C(C=N1)C1=C(C=C2C(=CN(C2=C1)CC(C)(C)C)[C@@H](C(F)F)NS(=O)(=O)C1CC1)F)C(F)(F)F